BrC1=CC=C2CCC3(CNC(C3)=O)C2=C1 6-bromo-2,3-dihydrospiro[indene-1,3'-pyrrolidine]-5'-one